Disodium Dihydrogen Ethylene-diaminetetra-acetate Dihydrate O.O.C(CN(CC(=O)O)CC(=O)O)N(CC(=O)[O-])CC(=O)[O-].[Na+].[Na+]